C(C)(C)C1=C(NC2=CC=C(C=C12)C1CCNCC1)C=1C(=C(C=2N(C1)C=NN2)C)C 6-(3-isopropyl-5-(piperidin-4-yl)-1H-indol-2-yl)-7,8-dimethyl-[1,2,4]triazolo[4,3-a]pyridine